N-(5-Bromo-1,3,4-thiadiazol-2-yl)-2-((1-cyclopropyl-4-oxo-4,5-dihydro-1H-pyrazolo[3,4-d]pyrimidin-6-yl)thio)acetamid BrC1=NN=C(S1)NC(CSC=1NC(C2=C(N1)N(N=C2)C2CC2)=O)=O